4-(6-(4-((6-methoxypyridin-3-yl)methyl)piperazin-1-yl)pyridin-3-yl)-6-(1-((tetrahydro-2H-pyran-2-yl)methyl)-1H-pyrazol-4-yl)pyrazolo[1,5-a]pyrazine-3-carbonitrile COC1=CC=C(C=N1)CN1CCN(CC1)C1=CC=C(C=N1)C=1C=2N(C=C(N1)C=1C=NN(C1)CC1OCCCC1)N=CC2C#N